NCCS(=O)(=O)N mono-taurine amide